(3-(sec-butyl)-1,5,6,7-tetrahydro-s-indacen-1-yl)chlorodimethylsilane C(C)(CC)C1=CC(C2=CC=3CCCC3C=C12)[Si](C)(C)Cl